N-(4-ethyl-2-fluorophenyl)-5-({3-fluoro-2-[(methylsulfamoylsulfonyl)amino]pyridin-4-yl}oxy)-4-methylpyridin-3-amine C(C)C1=CC(=C(C=C1)NC=1C=NC=C(C1C)OC1=C(C(=NC=C1)NS(=O)(=O)S(NC)(=O)=O)F)F